ClC=1C(=NC(=NC1)NC1=C(C=C(C(=O)NC2CCC(CC2)N(C)C)C=C1)OC)C=1C=NN(C1)C(C)C 4-((5-chloro-4-(1-isopropyl-1H-pyrazol-4-yl)pyrimidin-2-yl)amino)-N-(4-(dimethylamino)cyclohexyl)-3-methoxybenzamide